ClC1=CC(=NC=N1)C1=NN(C2=CN=C(C=C21)OC(C)C)C(C2=CC=CC=C2)(C2=CC=CC=C2)C2=CC=CC=C2 3-(6-chloropyrimidin-4-yl)-5-isopropoxy-1-trityl-pyrazolo[3,4-c]pyridine